CN1N=NC(=C1NC(O[C@H](C)C=1C(=NC=CC1)Cl)=O)C1=NC=C(C=C1)NC(C1=C(C=NC=C1)C)=O.C(C)(C)NC1=CC=C(C=C1)NC1=CC=CC=C1 N-isopropyl-N'-phenyl p-phenylenediamine (R)-1-(2-chloropyridin-3-yl)ethyl (1-methyl-4-(5-(3-methylisonicotinamido)pyridin-2-yl)-1H-1,2,3-triazol-5-yl)carbamate